N-((1R,2R)-1-(8-chloro-2,2-dimethyl-2,3-dihydrobenzo[b][1,4]dioxin-6-yl)-1-hydroxy-3-(pyrrolidin-1-yl)propan-2-yl)-2-(2,3-dihydro-1H-inden-2-yl)acetamide ClC1=CC(=CC2=C1OC(CO2)(C)C)[C@H]([C@@H](CN2CCCC2)NC(CC2CC1=CC=CC=C1C2)=O)O